S(=O)(=O)(C1=CC=C(C)C=C1)C1C=NC=2C=NC=NC21 7-tosyl-7H-pyrrolo[2,3]pyrimidine